COC([C@@H](CC1=CC2=C(NN=N2)C=C1)NC(=O)N1CCC(CC1)N1C(NC2=CC=CC=C2C1)=O)=O (R)-3-(1H-Benzotriazol-5-yl)-2-{[4-(2-oxo-1,4-dihydro-2H-quinazolin-3-yl)-piperidine-1-carbonyl]-amino}-propionic acid methyl ester